C(=O)(OC(C)(C)C)N(N=C(C1=CC=CC=C1)C1=CC=CC=C1)CC1=CC2=CC=C(C=C2C=C1)OC N-Boc-N-(6-methoxy-2-naphthylmethyl)benzophenone hydrazone